CN(CCC1=CNC=2C=NC=C(C21)O)C 3-(2-(dimethylamino)ethyl)-1H-pyrrolo[2,3-c]pyridin-4-ol